CC1=CC=C(S1)C1(CC1)C=1NC(C2=C(N1)CCNC2)=O 2-(1-(5-methylthiophen-2-yl)cyclopropyl)-5,6,7,8-tetrahydropyrido[4,3-d]pyrimidin-4(3H)-one